(5s,7s)-5-(2,5-difluorophenyl)-7-fluoro-2-[(1s,2s)-2-fluorocyclopropyl]sulfonyl-6,7-dihydro-5H-pyrrolo[1,2-b][1,2,4]triazole FC1=C(C=C(C=C1)F)[C@@H]1C[C@@H](C=2N1N=C(N2)S(=O)(=O)[C@@H]2[C@H](C2)F)F